sulfo-succinimidyloxyethyl sulfone S(=O)(=O)(O)C(CS(=O)(=O)CC(S(=O)(=O)O)ON1C(CCC1=O)=O)ON1C(CCC1=O)=O